O=C(C(=O)OCC#CC(=O)OC(C)(C)C)CCC(=O)OCC 1-(4-(tert-butoxy)-4-oxobut-2-yn-1-yl) 5-ethyl 2-oxopentanedioate